C(CC)OC(=O)C(CN)CCCC 2-propoxycarbonyl-aminohexane